N'-(1-(4-methoxybenzyl)-2-oxopyrrolidine-3-carbonyl)-3-((4-(trifluoromethyl)phenyl)amino)picolinohydrazide COC1=CC=C(CN2C(C(CC2)C(=O)NNC(C2=NC=CC=C2NC2=CC=C(C=C2)C(F)(F)F)=O)=O)C=C1